Cl.N[C@H](CC1=C(C2=NC(=CC(=C2S1)NCC=1SC=CN1)Cl)Cl)CC(C)C 2-[(2S)-2-amino-4-methylpentyl]-3,5-dichloro-N-[(1,3-thiazol-2-yl)methyl]thieno[3,2-b]pyridin-7-amine hydrochloride